ClC=1C(=NC(=NC1)N[C@H](CO)C)C1=CC=2C(N(CCC2S1)C(C(=O)O)C)=O 2-(2-(5-Chloro-2-(((S)-1-hydroxypropan-2-yl)amino)pyrimidin-4-yl)-4-oxo-6,7-dihydrothieno[3,2-c]pyridin-5(4H)-yl)propanoic acid